2-(4-((1-(4-amino-3-methylphenyl)piperidin-4-yl)methoxy)piperidin-1-yl)acetic acid ethyl ester C(C)OC(CN1CCC(CC1)OCC1CCN(CC1)C1=CC(=C(C=C1)N)C)=O